OC(CCCN1CCC(CC1)C(C1=CC=CC=C1)(C1=CC=CC=C1)O)C1=CC=C(C=C1)C(C#N)(C)C 2-(4-{1-hydroxy-4-[4-(hydroxy-diphenyl-methyl)-piperidin-1-yl]-butyl}-phenyl)-2-methyl-propionitrile